2-chloro-4-(4-(dibenzo[b,d]furan-4-yl)phenyl)-6-phenyl-1,3,5-triazine ClC1=NC(=NC(=N1)C1=CC=C(C=C1)C1=CC=CC2=C1OC1=C2C=CC=C1)C1=CC=CC=C1